ClC=1C=C(C(=O)C=2C=C(NC2)C(=O)OC)C=CC1 methyl 4-(3-chlorobenzoyl)-1H-pyrrole-2-carboxylate